NC1=C2N=C(N(C2=NC(=N1)OCCO)C1OCCCC1)OC 2-((6-amino-8-methoxy-9-(tetrahydro-2H-pyran-2-yl)-9H-purin-2-yl)oxy)ethane-1-ol